C1(CCCCC1)CC(C[Si](C)(C)C)=C [2-(cyclohexylmethyl)-2-propenyl](trimethyl)silane